3-chlorobicyclo[3.2.1]-3-octen-2-one ClC=1C(C2CCC(C1)C2)=O